N[C@@H](C(F)(F)F)C=1C=CC(=C(C1)NC(=S)N1C[C@](CC1)(C1=NC=NS1)C1=CC(=C(C=C1)C)F)OC |o1:1| (R)-N-(5-((R or S)-1-amino-2,2,2-trifluoroethyl)-2-methoxyphenyl)-3-(3-fluoro-4-methylphenyl)-3-(1,2,4-thiadiazol-5-yl)pyrrolidine-1-carbothioamide